CN1C(=NC2=C1C=CC(=C2)C(=O)N[C@H](C(=O)O)C)NC=2SC1=C(N2)C=CC(=C1)OC(F)(F)F (S)-2-{[1-Methyl-2-(6-trifluoromethoxy-benzothiazol-2-ylamino)-1H-benzimidazole-5-carbonyl]-amino}-propionic acid